The molecule is a glucotetraose consisting of an alpha-D-glucopyranosyl group, two beta-D-glucopyranosyl groups, and a further alpha-D-glucopyranosyl group joined in sequence by three (1->3) glycosidic bonds. It is an oligosaccharide and a glucotetraose. C([C@@H]1[C@H]([C@@H]([C@H]([C@H](O1)O)O)O[C@H]2[C@@H]([C@H]([C@@H]([C@H](O2)CO)O)O[C@H]3[C@@H]([C@H]([C@@H]([C@H](O3)CO)O)O[C@@H]4[C@@H]([C@H]([C@@H]([C@H](O4)CO)O)O)O)O)O)O)O